C1N(CCC12CNCC2)C2CCC(CC2)C=2SC1=C(N2)C(=C(N1)C=1C=C(C=2N(C1)N=CN2)OC)C(C)C 2-(4-(2,7-diazaspiro[4.4]non-2-yl)cyclohexyl)-6-isopropyl-5-(8-methoxy-[1,2,4]triazolo[1,5-a]pyridin-6-yl)-4H-pyrrolo[3,2-d]thiazole